2-(benzyloxy)-N-(5-(3-chlorobenzyl)-4-formylthiazol-2-yl)acetamide C(C1=CC=CC=C1)OCC(=O)NC=1SC(=C(N1)C=O)CC1=CC(=CC=C1)Cl